1-fluoro-N-((6S,7S)-5-((R)-2-fluoropropanoyl)-6-((2,3',5,5'-tetrafluoro-[1,1'-biphenyl]-3-yl)methyl)-5-azaspiro[2.4]heptan-7-yl)methanesulfonamide FCS(=O)(=O)N[C@@H]1[C@@H](N(CC12CC2)C([C@@H](C)F)=O)CC=2C(=C(C=C(C2)F)C2=CC(=CC(=C2)F)F)F